CC=CC=CC=C 2,4,6-heptatriene